6-[2-(3-methyl-benzo[b]thiophen-5-yl)-ethylamino]-pyrimidin CC=1C2=C(SC1)C=CC(=C2)CCNC2=CC=NC=N2